C(O)C(CCCC(O)O)(CO)CO trimethylolpentanediol